N-[(2S)-1-{4-[(2-amino-4-methyl-1,3-thiazol-5-yl)sulfonyl]piperazin-1-yl}propan-2-yl]-8-(trifluoromethyl)quinazolin-4-amine NC=1SC(=C(N1)C)S(=O)(=O)N1CCN(CC1)C[C@H](C)NC1=NC=NC2=C(C=CC=C12)C(F)(F)F